4-(2,6-Dichlorophenyl)-5-methyl-2-(2-thienylmethyl)imidazole ClC1=C(C(=CC=C1)Cl)C=1N=C(NC1C)CC=1SC=CC1